tert-Butyl 4-[5-[5-[[2-chloro-6-[3-[2-[1-(trifluoromethyl)cyclopropyl] ethoxy]pyrazol-1-yl]pyridine-3-carbonyl]sulfamoyl]-2-pyridyl]pentyl]-2,2-dimethyl-pyrrolidine-1-carboxylate ClC1=NC(=CC=C1C(=O)NS(=O)(=O)C=1C=CC(=NC1)CCCCCC1CC(N(C1)C(=O)OC(C)(C)C)(C)C)N1N=C(C=C1)OCCC1(CC1)C(F)(F)F